CC1N(CC1)C=O (2-methylazetidin-1-yl)methanone